2,5-bis[(2-oxiranylmethoxy)-methyl]-furan O1C(C1)COCC=1OC(=CC1)COCC1OC1